C(C1=CC=CC=C1)C(C(=O)N(C)C=1C=NC2=C(C=CC=C2C1)F)(CC(F)(F)F)C 2-benzyl-4,4,4-trifluoro-N-(8-fluoro-3-quinolyl)-N,2-dimethyl-butanamide